tert-butyl 4-(5-(methoxy (methyl) carbamoyl) pyrimidin-2-yl)-3,6-dihydropyridine-1(2H)-carboxylate CON(C(=O)C=1C=NC(=NC1)C=1CCN(CC1)C(=O)OC(C)(C)C)C